3-Hexyl Formate C(=O)OC(CC)CCC